C(\C=C\C(=O)O)(=O)O.C1=CC=CC=2SC3=CC=CC=C3NC12 10H-phenothiazine fumarate